C(=C)[Si](OCCOC)(OCCOC)OCCOC vinyltri(methoxyethoxy)silane